C(C1=CC=CC=C1)N1CC=2C(N(C=3N=CC=CC3C2CC1)CC=1N=CN(C1)C)=O 3-benzyl-6-((1-methyl-1H-imidazol-4-yl)methyl)-2,3,4,6-tetrahydropyrido[3,4-c][1,8]naphthyridin-5(1H)-one